CC1=CC=C(C=C1)C(C#C)O 1-(4-methylphenyl)prop-2-yn-1-ol